2-phenyl-naphtho[2,1-d]oxazole-6-carboxylic acid methyl ester COC(=O)C=1C=2C=CC=3N=C(OC3C2C=CC1)C1=CC=CC=C1